CC1=C(C=2C(=N[C@H](C=3N(C2S1)C(=NN3)C)CCNC)C3=CC=C(C=C3)C3=CC(=CC=C3)NC(=O)C=3C=NN1C3N=CC=C1)C (S)-N-(4'-(2,3,9-trimethyl-6-(2-(methylamino)ethyl)-6H-thieno[3,2-f][1,2,4]triazolo[4,3-a][1,4]diazepin-4-yl)-[1,1'-biphenyl]-3-yl)pyrazolo[1,5-a]pyrimidine-3-carboxamide